The molecule is a nucleotide-sugar oxoanion arising from deprotonation of the diphosphate OH groups of UDP-L-arabinose; major species at pH 7.3. It is a conjugate base of an UDP-L-arabinose. C1[C@@H]([C@@H]([C@H](C(O1)OP(=O)([O-])OP(=O)([O-])OC[C@@H]2[C@H]([C@H]([C@@H](O2)N3C=CC(=O)NC3=O)O)O)O)O)O